C(C1=CC=CC=C1)N1CC(N2C1=C(C(=C(C2=O)Cl)CC=2C=CC=C1C=CN=CC21)C2=CC(=CC=C2)C(F)(F)F)C(=O)OC methyl 1-benzyl-6-chloro-7-(isoquinolin-8-ylmethyl)-5-oxo-8-(3-(trifluoromethyl)phenyl)-1,2,3,5-tetrahydroimidazo[1,2-a]pyridine-3-carboxylate